2-methacrylamido-2-methylpropane-sulfonic acid C(C(=C)C)(=O)NC(CS(=O)(=O)O)(C)C